C1(=CC=CC=C1)C1=CC=2C(=CC=C3C=CC(=NC23)C2=CC(=CC=C2)C2=NC3=C4C(=CC=C3C=C2)C=CC(=C4)C4=CC=CC=C4)C=C1 1,3-bis(9-phenylbenzo[h]quinolin-2-yl)benzene